F[C@H]1[C@@H]2CC[C@H](C[C@H]1N(C=1N=CC(=NC1)C1=C(C=C(C=C1)C1=NC=NC(=N1)OC)O)C)N2 2-(5-{[(1S,2S,3R,5R)-2-fluoro-8-azabicyclo[3.2.1]octan-3-yl](methyl)amino}pyrazin-2-yl)-5-(4-methoxy-1,3,5-triazin-2-yl)phenol